BrC=1C=C2C=CNC(C2=CC1F)=O 6-bromo-7-fluoroisoquinolin-1(2H)-one